5-cyclopropyl-N3-methyl-2-oxo-1,2-dihydropyridine-3,5-dicarboxylic acid amide, hydrochloride Cl.C1(CC1)C1(C=C(C(NC1)=O)C(=O)NC)C(=O)O